3-(3-Hydroxy-4-methoxybenzyl)-5,6,7-trimethoxychroman-4-one OC=1C=C(CC2COC3=CC(=C(C(=C3C2=O)OC)OC)OC)C=CC1OC